1-((5-(5-(difluoromethyl)-1,3,4-oxadiazol-2-yl)pyridin-2-yl)methyl)-5-(2-fluorophenyl)-3-(1-methylpiperidin-4-yl)-1,3-dihydro-2H-benzo[d]imidazol-2-one FC(C1=NN=C(O1)C=1C=CC(=NC1)CN1C(N(C2=C1C=CC(=C2)C2=C(C=CC=C2)F)C2CCN(CC2)C)=O)F